1-((4,6-dichloro-1H-indol-2-yl)methyl)-1,8-diazaspiro[4.5]Decane ClC1=C2C=C(NC2=CC(=C1)Cl)CN1CCCC12CCNCC2